tartaric acid mono-(4-ethoxy-4-oxo-butan-2-yl)tartrate C(C)OC(CC(C)OC(=O)C(O)C(O)C(=O)O)=O.C(C(O)C(O)C(=O)O)(=O)O